C1=CC=CC=2C3=CC=CC=C3C(C12)COC(=O)N[C@H](C(=O)OC(C)(C)C)CCC(=O)[O-] (S)-1-tert-butyl 2-(9H-fluoren-9-ylmethoxycarbonylamino)-glutarate